(E)-N-(5-((4-(bicyclo[1.1.1]pentan-1-ylamino)-5-cyanopyrimidin-2-yl)amino)-2-((2-(dimethylamino)ethyl)(methyl)amino)-4-methoxyphenyl)-4-(dimethylamino)but-2-enamide C12(CC(C1)C2)NC2=NC(=NC=C2C#N)NC=2C(=CC(=C(C2)NC(\C=C\CN(C)C)=O)N(C)CCN(C)C)OC